2-chloro-5-[3-[chloro(difluoro)methyl]-5-[(2-methyl-1,2,4-triazol-3-yl)methyl]pyrazol-1-yl]-3-fluoro-pyridine ClC1=NC=C(C=C1F)N1N=C(C=C1CC=1N(N=CN1)C)C(F)(F)Cl